β-(diethylamino)-5-valerolactone C(C)N(C1CC(=O)OCC1)CC